COC1=CC=C(C=C1)CCNCC[C@]1(CCOC2(CCCC2)C1)C1=NC=CC=C1 [2-(4-methoxyphenyl)ethyl]({2-[(9R)-9-(pyridin-2-yl)-6-oxaspiro[4.5]decan-9-yl]ethyl})amine